3-((6-amino-4-((2-(2-fluorophenyl)pyridin-4-yl)amino)quinazolin-7-yl)oxy)pyrrolidine NC=1C=C2C(=NC=NC2=CC1OC1CNCC1)NC1=CC(=NC=C1)C1=C(C=CC=C1)F